4,4,5,5-tetramethyl-2-(1-phenylcyclopropyl)-1,3,2-dioxaborolane CC1(OB(OC1(C)C)C1(CC1)C1=CC=CC=C1)C